C1(CCCCC1)C1=CC=CC(=N1)CN(C(OCC1=CC=CC=C1)=O)C=1C=C2C=NN(C(C2=CC1)=O)COCC[Si](C)(C)C benzyl ((6-cyclohexylpyridin-2-yl)methyl)(1-oxo-2-((2-(trimethylsilyl)ethoxy) methyl)-1,2-dihydrophthalazin-6-yl)carbamate